Tetraisopropyl 2,2'-(decane-1,10-diylbis((4-fluorophenyl)azanediyl))dimalonate C(CCCCCCCCCN(C1=CC=C(C=C1)F)C(C(=O)OC(C)C)C(=O)OC(C)C)N(C1=CC=C(C=C1)F)C(C(=O)OC(C)C)C(=O)OC(C)C